Nickel-Indium [In].[Ni]